2,4,6-trinitro-1,3-dimethyl-5-tert.butylbenzene [N+](=O)([O-])C1=C(C(=C(C(=C1C)[N+](=O)[O-])C(C)(C)C)[N+](=O)[O-])C